2-(2-fluoro-4-methylphenyl)-5-(3-methyl-1H-pyrazol-4-yl)-1-{[2-(trimethylsilyl)ethoxy]methyl}-1H-pyrrole-3-carboxamide FC1=C(C=CC(=C1)C)C=1N(C(=CC1C(=O)N)C=1C(=NNC1)C)COCC[Si](C)(C)C